mono-7-dodecenyl maleate C(\C=C/C(=O)[O-])(=O)OCCCCCCC=CCCCC